methyl (S)-4-nitro-3-(((tetrahydrofuran-2-yl)methyl)amino)benzoate [N+](=O)([O-])C1=C(C=C(C(=O)OC)C=C1)NC[C@H]1OCCC1